FC1(CCN(CC1)C(CN(C)C=1C2=C(N=C(N1)C1=NC=CC(=C1)OCCO)CCC2)=O)F 1-(4,4-difluoropiperidin-1-yl)-2-({2-[4-(2-hydroxyethoxy)pyridin-2-yl]-5H,6H,7H-cyclopenta[d]pyrimidin-4-yl}(methyl)amino)ethan-1-one